B(O)(O)C1=CC2=C(S1)C=C(C=C2)C(=O)O 2-BORONOBENZO[B]THIOPHENE-6-CARBOXYLIC ACID